COC=1C=C(C=CC1)CC(C(=O)O)=O 3-(3-methoxyphenyl)-2-oxopropionic acid